O1C=CC2=C1C=CC(=C2)C(C(C)NC)=O 1-(1-benzofuran-5-yl)-2-(methylamino)propan-1-one